(3S,5R,8R,9S,10S,13R,14S,16S,17R)-16-acetoxy-14-hydroxy-10,13-dimethyl-17-(5-oxo-2,5-dihydrofuran-3-yl)hexadecahydro-1H-cyclopenta[a]phenanthren-3-yl 1,4-diazepane-1-carboxylate N1(CCNCCC1)C(=O)O[C@H]1CC[C@@]2([C@H]3CC[C@@]4([C@H]([C@H](C[C@@]4([C@@H]3CC[C@@H]2C1)O)OC(C)=O)C=1COC(C1)=O)C)C